[Au].[S].[As].[C] carbon arsenic sulfur gold